BrC1C2CC1C2 2-bromobicyclo[1.1.1]Pentane